C1(CCC1)N1C(=NC2=C1C=CC=C2)C=2N(C(C(=C(N2)C(=O)NC2C(CCCC2)=O)O)=O)C 2-(1-cyclobutyl-1,3-benzodiazol-2-yl)-5-hydroxy-1-methyl-6-oxo-N-(2-oxocyclohexyl)pyrimidine-4-carboxamide